S-methyl 4-[benzyl(methyl)amino]-4-methylpent-2-ynethioate C(C1=CC=CC=C1)N(C(C#CC(SC)=O)(C)C)C